FC=1C=C(C=CC1OC(C)C)C(CC1=NC(=NC(=N1)N[C@@H](CO)CC(C)C)NS(=O)(=O)C)C N-(4-(2-(3-Fluoro-4-isopropoxyphenyl)propyl)-6-(((R)-1-hydroxy-4-methylpentan-2-yl)amino)-1,3,5-triazin-2-yl)methanesulfonamide